5-[4-(5-fluoropyridin-2-yl)piperazine-1-carbonyl]-6-methyl-N-(1-methylcyclopropyl)furo[2,3-d]pyrimidin-4-amine FC=1C=CC(=NC1)N1CCN(CC1)C(=O)C1=C(OC=2N=CN=C(C21)NC2(CC2)C)C